C(C)[Si](OC1=C(C=CC(=C1)OC)\C=C\I)(CC)CC (E)-triethyl-(2-(2-iodovinyl)-5-methoxyphenoxy)silane